titanium-iron-silver [Ag].[Fe].[Ti]